C(C)(C)C1CN(C1)C1=NC2=CC=CC=C2C(=C1)C(=O)[O-] (3-isopropylazetidin-1-yl)quinoline-4-carboxylate